BrC1=NN(C(N1[C@@H](C(=O)OCC)C)=O)CC1CCCCC1 Ethyl (2R)-2-[3-bromo-1-(cyclohexylmethyl)-5-oxo-4,5-dihydro-1H-1,2,4-triazol-4-yl]propanoate